1-benzyl 25-(perfluorophenyl) (18R,19R)-18,19-bis(((benzyl-oxy) carbonyl) amino)-17,20-dioxo-4,7,10,13-tetraoxa-16,21-diazapentacosanedioate C(C1=CC=CC=C1)OC(=O)N[C@@H](C(NCCOCCOCCOCCOCCC(=O)OCC1=CC=CC=C1)=O)[C@H](C(NCCCC(=O)OC1=C(C(=C(C(=C1F)F)F)F)F)=O)NC(=O)OCC1=CC=CC=C1